(RS)-6-(4-(methoxycarbonyl)phenyl)-2-oxo-7-azaspiro[3.5]nonane-7-carboxylic acid tert-butyl ester C(C)(C)(C)OC(=O)N1[C@H](CC2(CC(C2)=O)CC1)C1=CC=C(C=C1)C(=O)OC |r|